(R)-1-((6-(2-chloro-2'-methyl-3'-((2-methylpyrido[3,2-d]pyrimidin-4-yl)amino)-[1,1'-biphenyl]-3-yl)-2-methoxypyridin-3-yl)methyl)piperidine-3-carboxylic acid ClC1=C(C=CC=C1C1=CC=C(C(=N1)OC)CN1C[C@@H](CCC1)C(=O)O)C1=C(C(=CC=C1)NC=1C2=C(N=C(N1)C)C=CC=N2)C